CCCC=CCCCCC=CCCCC pentadec-4,10-diene